FC=1C=NN(C1)C1=CC=C(C=N1)CN1C2CN(CC1C2)C2=NC(=CC(=N2)NC2=NNC(=C2)C)C 2-(6-((6-(4-fluoro-1H-pyrazol-1-yl)pyridin-3-yl)methyl)-3,6-diazabicyclo[3.1.1]heptan-3-yl)-6-methyl-N-(5-methyl-1H-pyrazol-3-yl)pyrimidin-4-amine